phenylethanolamine iodate I(=O)(=O)OC(CN)C1=CC=CC=C1